CC1=CC=C(C=C1)S(=O)(=O)OC1=CC(=C(C(=C1)OCC1=NC=CC=C1)C=O)OS(=O)(=O)C1=CC=C(C=C1)C 4-formyl-5-(pyridin-2-ylmethoxy)-1,3-phenylene bis(4-methylbenzene-sulfonate)